3-(4-(2,4-difluorobenzyloxy)-3-chloro-6-methyl-2-oxopyridin-1(2H)-yl)-4-fluoro-N,N-dimethylbenzamide FC1=C(COC2=C(C(N(C(=C2)C)C=2C=C(C(=O)N(C)C)C=CC2F)=O)Cl)C=CC(=C1)F